COC(=O)C1CN(C(C1)=O)C1=CC(=NC=C1)OC 1-(2-methoxypyridin-4-yl)-5-oxopyrrolidine-3-carboxylic acid methyl ester